C1C2(CCC=3C(=CC=CC13)N)CC2 3',4'-dihydro-1'H-spiro[cyclopropane-1,2'-naphthalen]-5'-amine